(3S)-5-(3,3-difluoropiperidin-1-yl)-3-{[1-(pyrazin-2-yl)-5-[2-(trifluoromethyl)phenyl]-1H-pyrazol-3-yl]formamido}pentanoic acid FC1(CN(CCC1)CC[C@@H](CC(=O)O)NC(=O)C1=NN(C(=C1)C1=C(C=CC=C1)C(F)(F)F)C1=NC=CN=C1)F